C(CC(C)C)C(CC(C)C)O isopentyl-(isoamyl) alcohol